Cl.CC(C)=O propanone hydrochloride